tetra-silicon fluorine [F].[Si].[Si].[Si].[Si]